P(=O)([O-])([O-])[O-].[Al+3] Aluminum phosphate